OC1=CC2=C(N=C(S2)N)C=C1 6-hydroxybenzo[d]thiazol-2-amine